Methyl 5-benzyl-3-(2-((tert-butoxycarbonyl)amino)ethyl)-4,5-dihydroisoxazole-5-carboxylate C(C1=CC=CC=C1)C1(CC(=NO1)CCNC(=O)OC(C)(C)C)C(=O)OC